O[C@@H]([C@H](COC(CCC(=O)O)=O)NC(CCCCCCC\C=C/CCCCCCCC)=O)[C@@H](CCCCCCCCCCCCCC)O 4-(((2S,3S,4R)-3,4-dihydroxy-2-oleamidooctadecyl)oxy)4-oxobutanoic acid